(R)-3-(3,5-dimethyl-6-oxopyridazin-1(6H)-yl)piperidine-1-carboxylic acid tert-butyl ester C(C)(C)(C)OC(=O)N1C[C@@H](CCC1)N1N=C(C=C(C1=O)C)C